di-tert-butyl (2S,4S,2'S,4'S)-2,2'-[(6-fluoro-12-oxo-12H-benzo[b]xanthene-2,9-diyl)bis(1H-imidazole-5,2-diyl)]bis(4-fluoropyrrolidine-1-carboxylate) FC1=C2C(=CC=3C(C=4C=C(C=CC4OC13)C1=CN=C(N1)[C@H]1N(C[C@H](C1)F)C(=O)OC(C)(C)C)=O)C=C(C=C2)C2=CN=C(N2)[C@H]2N(C[C@H](C2)F)C(=O)OC(C)(C)C